methyl-7,8,9,11,12,13,14,15,16,17-decahydro-6H-cyclopenta[a]phenanthren-17-ol CC1=CC=CC=2CCC3C4CCC(C4CCC3C12)O